COC1=CC(=C(COC=2C(OC3=CC=CC=C3C2)=O)C=C1OC)[N+](=O)[O-] 3-((4,5-dimethoxy-2-nitrobenzyl)-oxy)-2H-chromen-2-one